[Fe].[Mg] Magnesium iron